CN1N=C(C=C1)NC(C1=CC(=CC=C1)CN1C(C2=CC=C(C=C2C=C1)C=1C(=NNC1)C)=O)=O N-(1-Methyl-1H-pyrazol-3-yl)-3-((6-(3-methyl-1H-pyrazol-4-yl)-1-oxoisoquinolin-2(1H)-yl)methyl)benzamide